3-(1-(4-chloro-2-fluorophenyl)ethoxy)-N5-ethyl-N2-methyl-1H-pyrrole-2,5-dicarboxamide ClC1=CC(=C(C=C1)C(C)OC1=C(NC(=C1)C(=O)NCC)C(=O)NC)F